1-(((1R,2S)-2-(cyanomethyl)cyclobutyl)methyl)-1H-pyrrole C(#N)C[C@H]1[C@@H](CC1)CN1C=CC=C1